[Cu]=O.[Li].[Al] aluminum lithium-copper oxide